1,3-dioxetane O1COC1